COC(CCCCCCC/C=C/C#CC=C)OC 14,14-dimethoxy-(5E)-1,5-tetradecadiene-3-yne